3-(2-(2-(tert-butoxy)-2-oxoethyl)-6-((diisopropyloxyphosphoryl)oxy)-4-((2-phenylpropan-2-yl)carbamoyl)phenyl)-3-methylbutanoic acid C(C)(C)(C)OC(CC1=C(C(=CC(=C1)C(NC(C)(C)C1=CC=CC=C1)=O)OP(=O)(OC(C)C)OC(C)C)C(CC(=O)O)(C)C)=O